C1CCC(CC1)P(C2CCCCC2)C3CCCCC3.C1CCC(CC1)P(C2CCCCC2)C3CCCCC3.[Cl-].[Cl-].[Pd+2] Dichlorobis(tricyclohexylphosphine) palladium(II)